C(C)(C)N1N=C(C(=C1C)O)C1=C(C=CC=C1)F 1-isopropyl-3-(2-fluorophenyl)-5-methyl-pyrazol-4-ol